S(=O)(=O)(O)[O-].C(CCC)[N+](CCCC)(CCCC)CCCC tetrabutylammonium hydrogen sulfate